COC1=CC=C(C=C1)C(=C)OC(C1=CC=C(C=C1)OC)=O 1-(4-methoxyphenyl)vinyl-4-methoxybenzoate